chloro-5'-fluoro-[2,2'-bipyridin] ClC=1C(=NC=CC1)C1=NC=C(C=C1)F